cyclopropyl-[(5s,7s)-7-fluoro-5-(2,3,5-trifluorophenyl)-6,7-dihydro-5H-pyrrolo[1,2-b][1,2,4]triazol-2-yl]methanone C1(CC1)C(=O)C=1N=C2N(N1)[C@@H](C[C@@H]2F)C2=C(C(=CC(=C2)F)F)F